1-hydroxy-3-(4-((isoindolin-5-ylmethyl)sulfonyl)phenyl)-1-(1-phenylethyl)urea ON(C(=O)NC1=CC=C(C=C1)S(=O)(=O)CC=1C=C2CNCC2=CC1)C(C)C1=CC=CC=C1